uranium triiodide [I-].[I-].[I-].[U+3]